3,5-dibromo-4-chlorofluorobenzene C1=C(C=C(C(=C1Br)Cl)Br)F